COC(=O)C=1C=CC2=C(N(C(=N2)CN2CCC(CC2)C2=NC(=CC=C2)OCC2=NOC3=C2C=CC=C3)C[C@H]3OCC3)C1 (S)-2-((4-(6-((benzo[d]isoxazol-3-yl)methoxy)pyridin-2-yl)piperidin-1-yl)methyl)-1-((oxetan-2-yl)methyl)-1H-benzo[d]imidazole-6-carboxylic acid methyl ester